CN1C=2N(CC[C@@H](C1=O)NC(=O)C1=NN3C(CCCC3C3COCC3)=N1)N=CC2 N-[(6S)-4-Methyl-5-oxo-7,8-dihydro-6H-pyrazolo[1,5-a][1,3]diazepin-6-yl]-5-tetrahydrofuran-3-yl-5,6,7,8-tetrahydro-[1,2,4]triazolo[1,5-a]pyridin-2-carboxamid